imidazo[1,5-a]quinoline C1=NC=C2N1C1=CC=CC=C1C=C2